COCCOC1=C(C=CC(=C1)N)N 2-(2-methoxyethoxy)benzene-1,4-diamine